1-(5,5-dimethyl-2-oxa-5-silahex-1-yl)-3-iodo-5-nitroindazole C[Si](CCOCN1N=C(C2=CC(=CC=C12)[N+](=O)[O-])I)(C)C